(E)-N,4-dimethyl-N-(4-((5-oxo-1,2-dihydropyrrolo[1,2-a]quinazolin-3(5H)-ylidene)methyl)phenyl)benzenesulfonamide CN(S(=O)(=O)C1=CC=C(C=C1)C)C1=CC=C(C=C1)/C=C/1\CCN2C1=NC(C1=CC=CC=C21)=O